NCCCN1C=CC(C2=CC=C(C=C12)C1=C(C=CC=C1)OC1=CC=C(C=C1)C(F)(F)F)=O 1-(3-Aminopropyl)-7-(2-(4-(trifluoromethyl)phenoxy)phenyl)quinolin-4(1H)-one